CCCCC/C=C\C/C=C\CCCCCCCCCCCC(=O)OC[C@H](COP(=O)(O)OC[C@@H](C(=O)O)N)OC(=O)CCCCCCC/C=C\C/C=C\C/C=C\CC 1-(13Z,16Z-docosadienoyl)-2-(9Z,12Z,15Z-octadecatrienoyl)-glycero-3-phosphoserine